NC1=C(C(=NN1C(C)C)C1=CC=C(C=C1)CC(=O)NC1=C(C(=NO1)CC(C)(C)C)F)C(=O)N 5-Amino-3-[4-[2-[[3-(2,2-dimethylpropyl)-4-fluoro-isoxazol-5-yl]amino]-2-oxoethyl]phenyl]-1-isopropyl-pyrazole-4-carboxamide